C(C)OC(=O)C=1N=C(N=NC1SC1=CC(=CC=C1)OC)C 6-[(3-methoxyphenyl)thio]-3-methyl-1,2,4-triazine-5-carboxylic acid ethyl ester